[1-[2-[2-(2-Aminoethoxy)ethoxy]ethyl]triazol-4-yl]methoxyl-2-(2,6-dioxo-3-piperidyl)isoindoline-1,3-dione NCCOCCOCCN1N=NC(=C1)COC1=C2C(N(C(C2=CC=C1)=O)C1C(NC(CC1)=O)=O)=O